(R)-benzyloxymethyl-oxirane C(C1=CC=CC=C1)OC[C@@H]1OC1